1-[3-[[[(2R,3S,4R,5R)-5-(4-Amino-5-bromo-7H-pyrrolo[2,3-d]pyrimidin-7-yl)-3,4-dihydroxytetrahydrofuran-2-yl]methyl](isopropyl)amino]propyl]-3-[4-(2,2-dimethylethyl)phenyl]urea NC=1C2=C(N=CN1)N(C=C2Br)[C@H]2[C@@H]([C@@H]([C@H](O2)CN(CCCNC(=O)NC2=CC=C(C=C2)CC(C)C)C(C)C)O)O